Europium(II) (tetrahydrofuran) O1CCCC1.[Eu+2]